4-Bromo-3-methyl-1H-benzimidazol-2-one BrC1=CC=CC=2NC(N(C21)C)=O